C(C)(=O)N[C@@H](C(=O)N1[C@@H]([C@@H]2[C@H](C1)CCC2)C(=O)N[C@H](C[C@@H]2C(NCC2)=O)\C=C(\S(=O)(=O)C)/F)C2=CC=CC=C2 (1S,3aR,6aS)-2-((R)-2-acetamido-2-phenylacetyl)-N-((R,E)-4-fluoro-4-(methylsulfonyl)-1-((R)-2-oxopyrrolidin-3-yl)but-3-en-2-yl)octahydrocyclopenta[c]pyrrole-1-carboxamide